BrC1=NN=C(N1)CC(C)C 3-bromo-5-(2-methylpropyl)-4H-1,2,4-triazole